N-methyl-N-ethyl-4-cyanoaniline CN(C1=CC=C(C=C1)C#N)CC